3-(4-fluorophenyl)isoxazol FC1=CC=C(C=C1)C1=NOC=C1